C(C)(C)(C)OC(CC=1C(=NN(C1C)C1=CC=C(C=C1)C1=NOC(=N1)C(F)(F)F)C)=O tert-butyl-2-(3,5-dimethyl-1-(4-(5-(trifluoromethyl)-1,2,4-oxadiazol-3-yl)phenyl)-1H-pyrazol-4-yl)acetate